NC=1NC(C2=C(N1)NC(=C2C2=CC1=C(C(=C(O1)F)F)C=C2)C2=CC=C(C=C2)S(=O)(=O)N(C)C)=O 4-(2-Amino-5-(2,3-difluorobenzofuran-6-yl)-4-oxo-4,7-dihydro-3H-pyrrolo[2,3-d]pyrimidin-6-yl)-N,N-dimethylbenzenesulfonamide